N-methyl-N'-(5-{3-[3-(trifluoromethoxy)phenyl]-1,2,4-oxadiazol-5-yl}-4,5,6,7-tetrahydro[1,3]thiazolo[5,4-c]pyridin-2-yl)urea CNC(=O)NC=1SC=2CN(CCC2N1)C1=NC(=NO1)C1=CC(=CC=C1)OC(F)(F)F